NC1=NC=CC=C1C1=NC=2C(=NC(=CC2)C2=CC=CC=C2)N1C1=CC=C(CN2CCC(CC2)NC(C2=NC=CC(=C2)C#N)=O)C=C1 N-(1-(4-(2-(2-aminopyridin-3-yl)-5-phenyl-3H-imidazo[4,5-b]pyridin-3-yl)benzyl)piperidin-4-yl)-4-cyanopicolinamide